N-[4-[2-[2-[(1r,4r)-(4-Aminocyclohexyl)amino]pyrimidin-4-yl]-5-(1-methylethyl)phenoxy]-3-fluorophenyl]2-chlorobenzenesulfonamide NC1CCC(CC1)NC1=NC=CC(=N1)C1=C(OC2=C(C=C(C=C2)NS(=O)(=O)C2=C(C=CC=C2)Cl)F)C=C(C=C1)C(C)C